COC1=CC=C(C=C1)C1=CC(=CC(=N1)N1N=CC=2C(=NC(=CC21)C=2C=NC=CC2OC)C)N2[C@@H]([C@H](C2)CS(=O)(=O)C)C 1-(6-(4-methoxyphenyl)-4-((2R,3S)-2-methyl-3-((methylsulfonyl)methyl)azetidin-1-yl)pyridin-2-yl)-6-(4-methoxypyridin-3-yl)-4-methyl-1H-pyrazolo[4,3-c]pyridine